7-(7-chloro-8-fluoro-2-(((2R,7aS)-2-fluorohexahydro-1H-pyrrolizin-7a-yl)methoxy)pyrido[4,3-d]pyrimidin-4-yl)-2,7-diazaspiro[4.5]decan-3-one ClC1=C(C=2N=C(N=C(C2C=N1)N1CC2(CC(NC2)=O)CCC1)OC[C@]12CCCN2C[C@@H](C1)F)F